O=C1NC(CCC1N1C(C2=CC=C(C=C2C1)N1CCC(CC1)C=O)=O)=O 1-(2-(2,6-dioxopiperidin-3-yl)-1-oxoisoindol-5-yl)piperidine-4-carboxaldehyde